C(C)C(C(=O)[O-])(CCCCCC)CCC 2-Ethyl-2-propyloctanoat